N-[(1R,3s,5S)-1,5-dimethyl-8-azabicyclo[3.2.1]oct-3-yl]-5-(8-fluoro-2-methylimidazo[1,2-a]pyridin-6-yl)-N-methyl-[1,3]thiazolo[5,4-b]pyridin-2-amine C[C@]12CC(C[C@](CC1)(N2)C)N(C=2SC1=NC(=CC=C1N2)C=2C=C(C=1N(C2)C=C(N1)C)F)C